5-methoxy-4-(((2S)-2-(4-(methoxycarbonyl)phenyl)-4-(tetrahydro-2H-pyran-4-yl)piperidine-1-yl)methyl)-7-methyl-1H-indole-1-carboxylic acid tert-butyl ester C(C)(C)(C)OC(=O)N1C=CC2=C(C(=CC(=C12)C)OC)CN1[C@@H](CC(CC1)C1CCOCC1)C1=CC=C(C=C1)C(=O)OC